5-(3-chloro-1-methyl-1H-pyrrol-2-yl)-1,3,4-thiadiazol-2-amine ClC1=C(N(C=C1)C)C1=NN=C(S1)N